C(#N)[C@H]1N(CSC1)C(CNC(=O)C1=CC=NC2=CC=C(C=C12)CC=1C=NC(=CC1C)C)=O (R)-N-(2-(4-cyanothiazolidin-3-yl)-2-oxoethyl)-6-((4,6-dimethylpyridin-3-yl)methyl)-quinoline-4-carboxamide